7-(2-oxo-2,3-dihydro-1H-1,3-benzodiazol-1-yl)-2-phenyl-5,7-diazaspiro[3.4]octane-6,8-dione O=C1NC2=C(N1N1C(NC3(CC(C3)C3=CC=CC=C3)C1=O)=O)C=CC=C2